4-benzyl-6-(4-fluorophenyl)morpholin-3-one alpha-resorcylate C(C1=CC(O)=CC(O)=C1)(=O)O.C(C1=CC=CC=C1)N1C(COC(C1)C1=CC=C(C=C1)F)=O